tert-butyl (2R)-2-[(2-ethyl-5,8-dioxo-5,8-dihydro-4H-pyrazolo[1,5-a]pyrrolo[3,4-d]pyrimidin-6(7H)-yl)methyl]pyrrolidine-1-carboxylate C(C)C1=NN2C(NC3=C(C2=O)CN(C3=O)C[C@@H]3N(CCC3)C(=O)OC(C)(C)C)=C1